t-Butyl bis(indan-2-yl) phosphate P(=O)(OC(C)(C)C)(OC1CC2=CC=CC=C2C1)OC1CC2=CC=CC=C2C1